C(C(=O)O)(=O)O.C1OCC12CNC2 2-oxa-6-azaspiro[3.3]heptane ethanedioate